2-bromo-5-(6-methylthieno[2,3-d]pyrimidin-4-yl)-4,5,6,7-tetrahydrothiazolo[5,4-c]pyridine BrC=1SC=2CN(CCC2N1)C=1C2=C(N=CN1)SC(=C2)C